(4R)-4-[(1S)-1-fluoroethyl]-3-[2-[[(1S)-1-[4-methyl-5-[2-(trifluoromethyl)pyridin-4-yl]pyridin-2-yl]ethyl]amino]pyrimidin-4-yl]-1,3-oxazolidin-2-one F[C@@H](C)[C@@H]1N(C(OC1)=O)C1=NC(=NC=C1)N[C@@H](C)C1=NC=C(C(=C1)C)C1=CC(=NC=C1)C(F)(F)F